β-methyl-acrylonitrile CC=CC#N